FC(C(=O)O)(F)F.N1CCC12CCN(CC2)C2=C1C=CN=NC1=C(C=C2)C(=O)NC=2C=C(C=1N(C2)C=C(N1)C)F 5-{1,7-diazaspiro[3.5]non-7-yl}-N-{8-fluoro-2-methylimidazo[1,2-a]pyridin-6-yl}cinnoline-8-carboxamide trifluoroacetate